C(C)OC1=NC=2CCN(CC2C=C1NC1=NC2=C(C=CC=C2C=N1)C=1C(=NC=CC1)OC)C N-(2-ethoxy-6-methyl-5,6,7,8-tetrahydro-1,6-naphthyridin-3-yl)-8-(2-methoxypyridin-3-yl)quinazolin-2-amine